3-fluoro-2-hydroxy-5-(4-(6-(pyrrolidin-1-yl)pyridin-3-yl)-1,4-diazepane-1-carbonyl)benzaldehyde FC=1C(=C(C=O)C=C(C1)C(=O)N1CCN(CCC1)C=1C=NC(=CC1)N1CCCC1)O